tert-butyl [4-({(2S,3R)-1-[tert-butyl(diphenyl)silyl]-2-[(methoxyimino)methyl]-4-oxoazetidin-3-yl}methyl)pyridin-2-yl](4-methoxybenzyl)carbamate [Si](C1=CC=CC=C1)(C1=CC=CC=C1)(C(C)(C)C)N1[C@@H]([C@H](C1=O)CC1=CC(=NC=C1)N(C(OC(C)(C)C)=O)CC1=CC=C(C=C1)OC)C=NOC